3-(benzylamino)-4-(cyclohexylamino)-N-(2-(piperazin-1-yl)ethyl)benzenesulfonamide hydrochloride Cl.C(C1=CC=CC=C1)NC=1C=C(C=CC1NC1CCCCC1)S(=O)(=O)NCCN1CCNCC1